4-(4-methylphenyl)-cyclohex-1-ene-carboxylic acid CC1=CC=C(C=C1)C1CC=C(CC1)C(=O)O